NC1=CC(=C(C=C1OC1CC1)N1CCC(CC1)N1CCN(CC1)C(C(F)(F)F)=O)C=1C=NN(C1)C 1-(4-(1-(4-amino-5-Cyclopropyloxy-2-(1-methyl-1H-pyrazol-4-yl)phenyl)piperidin-4-yl)piperazin-1-yl)-2,2,2-trifluoroethane-1-one